CC1(C(C=CC=C1)CC(=O)OC)C methyl 2,2-dimethyl-phenylacetate